ClC1=C(C(=NN1C)C1=NOC(=C1)C)C(=O)N1CC2(CC1)CCN(CC2)CCC(C)(C)C (5-Chloro-1-methyl-3-(5-methylisoxazol-3-yl)-1H-pyrazol-4-yl)(8-(3,3-dimethylbutyl)-2,8-diazaspiro[4.5]decan-2-yl)methanone